2-[2-(aminomethyl)-3,3-difluoro-allyl]-4-[[2-(1-ethylpyrazol-4-yl)phenyl]methyl]-1,2,4-triazol-3-one NCC(CN1N=CN(C1=O)CC1=C(C=CC=C1)C=1C=NN(C1)CC)=C(F)F